FC(S(=O)(=O)OC1=C(CCN(C1)C(=O)OC(C)(C)C)C(=O)OCC)(F)F O1-tert-butyl O4-ethyl 5-(trifluoromethylsulfonyloxy)-3,6-dihydro-2H-pyridine-1,4-dicarboxylate